[Cl-].[Cl-].C1(=CC=CC=C1)C(=[Hf+2](C1C2=CC(=CC=C2C=2C=CC(=CC12)C(C)(C)C)C(C)(C)C)C1C=CC=C1)C(C)C (phenyl)(isopropyl)methylene(cyclopentadienyl)(2,7-di-tert-butylfluoren-9-yl)hafnium dichloride